3-[2-(benzenesulfonamido)-6-(2,6-dimethylphenyl)pyrimidin-4-yl]oxy-4-chloro-benzamide C1(=CC=CC=C1)S(=O)(=O)NC1=NC(=CC(=N1)OC=1C=C(C(=O)N)C=CC1Cl)C1=C(C=CC=C1C)C